ClC=1C(=C(C(=CC1Cl)Cl)OC(C(=O)OC1=C(C(=C(C=C1Cl)Cl)Cl)C(=O)OCC1=CC(=CC(=C1)C)C)=O)C(=O)OCC1=CC(=CC(=C1)C)C bis(3,4,6-trichloro-2-{[(3,5-dimethylphenyl)methoxy] carbonyl}phenyl)-Oxalat